diethyl O-[3,5-dichloro-6-[(2-carboxyethyl) thio]-2-pyridyl] thiophosphate P(=S)(OCC)(OCC)OC1=NC(=C(C=C1Cl)Cl)SCCC(=O)O